tert-Butyl ((1-((2-acetyl-6-(trifluoromethyl)pyridin-3-yl)methyl)-1H-pyrazol-4-yl)methyl)carbamate C(C)(=O)C1=NC(=CC=C1CN1N=CC(=C1)CNC(OC(C)(C)C)=O)C(F)(F)F